2-(tert-butylsulfanyl)-1-(2-fluoro-4-(5-(trifluoromethyl)-1,2,4-oxadiazol-3-yl)phenyl)ethan-1-one C(C)(C)(C)SCC(=O)C1=C(C=C(C=C1)C1=NOC(=N1)C(F)(F)F)F